tert-butyl 3-(1-[4-(methoxycarbonyl)phenyl]cyclopropyl(methyl)carbamoyl)-1-[2-(trimethylsilyl)ethoxy]methyl-1H,4H,5H,6H,7H-pyrazolo[4,3-c]pyridine-5-carboxylate COC(=O)C1=CC=C(C=C1)C1(CC1)N(C(=O)C1=NN(C2=C1CN(CC2)C(=O)OC(C)(C)C)COCC[Si](C)(C)C)C